N-hydroxyethyl-ornithine OCCN[C@@H](CCCN)C(=O)O